5-fluoro-2-bromo-11-(pyrrolidin-1-yl)-8H-dibenzo[3,4:6,7]cyclohepta[1,2-b]thiophen-8-one FC=1C=CC2=C(C3=C(SC(=C3)Br)C3=C(C2=O)C=CC(=C3)N3CCCC3)C1